[Cl-].OC(C[N+](C)(C)C)CO (2,3-dihydroxy-propyl)trimethylammonium chloride